3-methylaniline CC=1C=C(N)C=CC1